C(C1=CC=CC=C1)OC1=C(C=C(C=C1)Cl)B(O)O (2-(benzyloxy)-5-chlorophenyl)boronic acid